thiazolo[5,4-d][1,3]thiazol-2-amine S1C(=NC2=C1N=CS2)N